1-(2-isocyanatoethoxy)-2-methylpropane N(=C=O)CCOCC(C)C